OCCC (2S)-3-Hydroxy-propane